FC1C(C2=C(N(C=C2C(F)(F)F)C=2C=CC(=C(C#N)C2)F)C1F)O 5-(5,6-difluoro-4-hydroxy-3-(trifluoromethyl)-5,6-dihydro-cyclopenta[b]pyrrol-1(4H)-yl)-2-fluorobenzonitrile